(S)-5-amino-N-(2-cyclopropyl-5,8-dihydro-6H-pyrano[3,4-b]pyridin-5-yl)-N-methyl-6,8-dihydro-1H-furo[3,4-d]pyrrolo[3,2-b]pyridine-2-carboxamide NC1=C2C(=C3C(=N1)C=C(N3)C(=O)N(C)[C@@H]3COCC1=NC(=CC=C13)C1CC1)COC2